(1S,4S)-N1-(2-(3-(((3S,4R)-3-methoxytetrahydro-2H-pyran-4-yl)amino)prop-1-yn-1-yl)-1-(2,2,2-trifluoroethyl)-1H-indol-4-yl)-N4,N4-dimethylcyclohexane-1,4-diamine CO[C@@H]1COCC[C@H]1NCC#CC=1N(C2=CC=CC(=C2C1)NC1CCC(CC1)N(C)C)CC(F)(F)F